(S)-2-(1-(9H-purin-6-ylamino)propyl)-3-(3-fluorophenyl)-4H-chromen-4-one hemisuccinate C(CCC(=O)O)(=O)O.N1=CN=C2NC=NC2=C1N[C@@H](CC)C=1OC2=CC=CC=C2C(C1C1=CC(=CC=C1)F)=O.N1=CN=C2NC=NC2=C1N[C@@H](CC)C=1OC2=CC=CC=C2C(C1C1=CC(=CC=C1)F)=O